tert-butyl ((S)-1,1-dicyclopropyl-3-((5-(2-(dimethylamino)ethyl)-2-fluoro-4-((S)-1-oxo-1-((2,2,2-trifluoroethyl)amino)propan-2-yl)phenyl)amino)-3-oxopropan-2-yl)carbamate C1(CC1)C([C@@H](C(=O)NC1=C(C=C(C(=C1)CCN(C)C)[C@@H](C(NCC(F)(F)F)=O)C)F)NC(OC(C)(C)C)=O)C1CC1